2-ethynyl-1,5-difluoro-3-(2-methoxyethoxy)benzene C(#C)C1=C(C=C(C=C1OCCOC)F)F